C(CCCCCCCCC)S n-decanethiol